4-(5-((ethanesulfonyl)oxy)pyrimidin-2-yl)-1-methyl-1H-pyrazole-5-carboxylic acid tert-butyl ester C(C)(C)(C)OC(=O)C1=C(C=NN1C)C1=NC=C(C=N1)OS(=O)(=O)CC